O=C1NC(CCC1C1=C(C=C(C=C1F)N1CCC(CC1)N1C(CN(CC1)C(=O)OC(C)(C)C)=O)F)=O tert-butyl 4-(1-(4-(2,6-dioxopiperidin-3-yl)-3,5-difluorophenyl) piperidin-4-yl)-3-oxopiperazine-1-carboxylate